C(C)(C)(C)OC(=O)N1CC(C1)C=1C=C2CN3[C@@H](C2=CC1)CN(C[C@H]3C)C3=C1C=CC=NC1=C(C=C3)C#N 3-[(4R,10bS)-2-(8-cyano-5-quinolinyl)-4-methyl-3,4,6,10b-tetrahydro-1H-pyrazino[2,1-a]isoindol-8-yl]azetidine-1-carboxylic acid tert-butyl ester